BrC=1C=C2N(N=CC(=C2N[C@@H]2CC[C@H](CC2)NC(OC(C)(C)C)=O)C(N)=NC2=C(C=CC(=C2)F)Cl)C1 trans-tert-butyl (4-((6-bromo-3-(N'-(2-chloro-5-fluorophenyl)carbamimidoyl)-pyrrolo[1,2-b]pyridazin-4-yl)amino)cyclohexyl)carbamate